N1=CC(=CC=C1)[C@@H]1N(CCC1)CC1=CC=C(C=C1)NC(OCC1=CN=CO1)=O 1,3-oxazol-5-ylmethyl N-(4-{[(2R)-2-(pyridin-3-yl)pyrrolidin-1-yl]methyl}phenyl)carbamate